2-(2'-hydroxy-3',5'-dipentylphenyl)benzophenone OC(CC=1C=C(C=C(C1)C1=C(C(=O)C2=CC=CC=C2)C=CC=C1)CCCCC)CCC